2,4-dichloroaniline hydrochloride Cl.ClC1=C(N)C=CC(=C1)Cl